C(C)N(CCC1=C(C=CC2=CC=CC=C12)OC)C N-ethyl-2-(2-methoxynaphthalen-1-yl)-N-methylethan-1-amine